methoxy-1-propane-sulfonic acid COC(CC)S(=O)(=O)O